O=C1N(CCC(N1)=O)C=1C=CC(=C(CNC(CCCCN(C(OC(C)(C)C)=O)C)=O)C1)C tert-butyl (5-((5-(2,4-dioxotetrahydropyrimidin-1(2H)-yl)-2-methylbenzyl)amino)-5-oxopentyl)(methyl)carbamate